2-chloro-4-fluoro-5-(4-fluorobut-1-ynyl)pyridine ClC1=NC=C(C(=C1)F)C#CCCF